ClC=1C=C(C=CC1F)C=1N(C(=CC(C1C(=O)O)=O)CN1N=C(C=C1)C(F)(F)F)CC 2-(3-chloro-4-fluoro-phenyl)-1-ethyl-4-oxo-6-[[3-(trifluoromethyl)pyrazol-1-yl]methyl]pyridine-3-carboxylic acid